FC1=C(COC2=CC(=NN2CC2(CCCCC2)F)CNC)C=C(C=C1)F 1-{5-[(2,5-difluorobenzyl)oxy]-1-[(1-fluorocyclohexyl)methyl]-1H-pyrazol-3-yl}-N-methylmethanamine